(1-(4-ethyl-5-(5-(2-methoxyethyl)-4H-1,2,4-triazol-3-yl)-2-methylbenzoyl)-4-fluoropiperidin-4-yl)benzonitrile C(C)C1=CC(=C(C(=O)N2CCC(CC2)(F)C2=C(C#N)C=CC=C2)C=C1C1=NN=C(N1)CCOC)C